5-Cyclopropyl-7-methyl-1H-indole-4-carbaldehyde C1(CC1)C1=C(C=2C=CNC2C(=C1)C)C=O